4-(1H-benzo[d]imidazol-1-yl)-N-phenylthiophene-2-carboxamide N1(C=NC2=C1C=CC=C2)C=2C=C(SC2)C(=O)NC2=CC=CC=C2